5-(4-hydroxybutyl)hydantoin chromium (III) phosphonate P([O-])([O-])=O.[Cr+3].OCCCCC1C(NC(N1)=O)=O.P([O-])([O-])=O.P([O-])([O-])=O.[Cr+3]